2-(1-((1-propenoylazetidin-3-yl)methyl)-7-chloro-4-(2-isopropyl-6-methylphenyl)-2,3-dioxo-1,2,3,4-tetrahydroquinoxalin-6-yl)-4-aminobenzamide C(C=C)(=O)N1CC(C1)CN1C(C(N(C2=CC(=C(C=C12)Cl)C1=C(C(=O)N)C=CC(=C1)N)C1=C(C=CC=C1C)C(C)C)=O)=O